5,7-Difluoro-1-(4'-hydroxy-[1,1'-biphenyl]-4-yl)-1H-indazol-6-ol FC=1C=C2C=NN(C2=C(C1O)F)C1=CC=C(C=C1)C1=CC=C(C=C1)O